(2-hydroxy-propan-2-yl)morpholine-4-carboxylic acid tert-butyl ester C(C)(C)(C)OC(=O)N1C(COCC1)C(C)(C)O